N-{2-[2-(benzyloxy)ethyl]-4-methoxybutyl}-4-bromo-3-methyl-2-nitroaniline C(C1=CC=CC=C1)OCCC(CNC1=C(C(=C(C=C1)Br)C)[N+](=O)[O-])CCOC